tert-butyl (3-(((4-(5-(1-fluorocyclopropyl)-1,2,4-oxadiazol-3-yl)bicyclo[2.2.2]octan-1-yl)methyl)amino)phenyl)carbamate FC1(CC1)C1=NC(=NO1)C12CCC(CC1)(CC2)CNC=2C=C(C=CC2)NC(OC(C)(C)C)=O